C(C1=CC=CC=C1)N1[C@H](CN(CC1)C(C)(C)C)CC(C)O 1-benzyl-4-(tert-butyl)(2S)-2-(2-hydroxypropyl)piperazine